C(CC)OC(C(C(C(=O)OCCC)CC)CC)=O.NCCC[Si](O[Si](C)(C)C)(O[Si](C)(C)C)O[Si](C)(C)C (3-Aminopropyl)tri(trimethylsiloxy)silane di-n-propyl-2,3-diethylsuccinate